4-(4-amino-2-trifluoromethylphenyl)-piperazine-1-carboxylic acid tert-butyl ester C(C)(C)(C)OC(=O)N1CCN(CC1)C1=C(C=C(C=C1)N)C(F)(F)F